4-chloro-N-(3-cyanooxetan-3-yl)-1-(5-(difluoromethyl)-1,3,4-thiadiazol-2-yl)-1H-indazole-6-sulfonamide ClC1=C2C=NN(C2=CC(=C1)S(=O)(=O)NC1(COC1)C#N)C=1SC(=NN1)C(F)F